5',6'-difluorospiro[cyclopropane-1,3'-indoline]-2'-one FC=1C=C2C3(C(NC2=CC1F)=O)CC3